C(C)(=O)O[C@H]1[C@@H]([C@H](O[C@@H]([C@H]1OC(C)=O)OC(C(Cl)(Cl)Cl)=N)CCP(=O)(OCC)OCC)CC(=O)[O-] [(2R,3R,4S,5S,6R)-4,5-diacetoxy-2-(2-diethoxyphosphorylethyl)-6-(2,2,2-trichloroethanimidoyl)oxy-tetrahydropyran-3-yl]acetate